5-chloro-N-{3-[2-(4-chloro-3-fluorophenoxy)acetamido]bicyclo[1.1.1]pentan-1-yl}-2,3-dihydro-1H-indole-2-carboxamide ClC=1C=C2CC(NC2=CC1)C(=O)NC12CC(C1)(C2)NC(COC2=CC(=C(C=C2)Cl)F)=O